ClC=1C(=NC(=NC1)N[C@@H]1C([C@H]2CO[C@@H]([C@H]1O)O2)(C)C)C=2C=C(C1=C(N(C(=N1)C(C)(C)O)C(C)C)C2)F (1S,3R,4S,5R)-3-((5-chloro-4-(4-fluoro-2-(2-hydroxypropan-2-yl)-1-isopropyl-1H-benzo[d]imidazol-6-yl)pyrimidin-2-yl)amino)-2,2-dimethyl-6,8-dioxabicyclo[3.2.1]octan-4-ol